4,6,7,8-tetrahydropyrrolo[1,2-a]pyrazine-6-carboxamide C1=C2N(CC=N1)C(CC2)C(=O)N